N-[4-(5,7-Dimethyl-4-oxo-3-phenyl-4,5-dihydro-1H-pyrrolo[3,2-c]pyridin-2-yl)pyridin-2-yl]-4,4-difluoro-2-(4-fluorophenyl)butanamid CN1C(C2=C(C(=C1)C)NC(=C2C2=CC=CC=C2)C2=CC(=NC=C2)NC(C(CC(F)F)C2=CC=C(C=C2)F)=O)=O